ClC=1C(=CC(=NC1)OC)[C@H](C(=O)N1CC2(CC1)NC1=NC(=C(C=C1CC2)C=2N=NN(N2)C)C)C (2R)-2-(5-chloro-2-methoxypyridin-4-yl)-1-(7-methyl-6-(2-methyl-2H-tetrazol-5-yl)-3,4-dihydro-1H-spiro(1,8-naphthyridine-2,3'-pyrrolidin)-1'-yl)propan-1-one